C(CC)C1OCCN1CCO 2-propyl-3-hydroxyethyl-1,3-oxazolidine